[Si](C1=CC=CC=C1)(C1=CC=CC=C1)(C(C)(C)C)OCC1=C(C(=O)N)C=CC=C1 2-[(tert-butyl-diphenylsilanyloxy)methyl]Benzamide